C1=CC=CC=2NC3=C([Se]C4=C(C21)C=C2C=CC=CC2=C4)C=CC=C3 5H-dibenzo[b,e]naphtho[2,3-g][1,4]selenazocine